Bis(2-amino-3-methylphenyl) disulfide NC1=C(C=CC=C1C)SSC1=C(C(=CC=C1)C)N